3-[4-[4-[1-[6-[(6-acetyl-8-cyclopentyl-5-methyl-7-oxo-pyrido[2,3-d]pyrimidin-2-yl)amino]-3-pyridinyl]-4-piperidinyl]piperazin-1-yl]phenyl]-3-methyl-piperidine-2,6-dione C(C)(=O)C1=C(C2=C(N=C(N=C2)NC2=CC=C(C=N2)N2CCC(CC2)N2CCN(CC2)C2=CC=C(C=C2)C2(C(NC(CC2)=O)=O)C)N(C1=O)C1CCCC1)C